(+)-11'-Benzyl-3'-methyl-1-(4-methylbenzyl)-5',11'-dihydrospiro[indoline-3,6'-indolo[3,2-c]quinolin]-2-one C(C1=CC=CC=C1)N1C2=CC=CC=C2C=2C3(NC4=CC(=CC=C4C21)C)C(N(C2=CC=CC=C23)CC2=CC=C(C=C2)C)=O